3-Methyl-N-(2-methyl-1,2,3,4-tetrahydroisoquinolin-8-yl)pyridine-2-sulfonamide CC=1C(=NC=CC1)S(=O)(=O)NC=1C=CC=C2CCN(CC12)C